2-deuterio-5-fluoro-quinoline-8-carbonitrile [2H]C1=NC2=C(C=CC(=C2C=C1)F)C#N